C1(CC1)[C@@H](C(F)(F)F)NC1=CC(=C(C=N1)C1=C(N=C(S1)C(=O)N[C@@H](C)C(C)(C)O)C(=O)N1[C@H](CCC1)C)C(F)F 5-(6-(((S)-1-cyclopropyl-2,2,2-trifluoroethyl)amino)-4-(difluoromethyl)pyridin-3-yl)-N-((S)-3-hydroxy-3-methylbut-2-yl)-4-((S)-2-methylpyrrolidine-1-carbonyl)thiazole-2-carboxamide